ClC=1C=C(C(=O)N2CC=3C(=NN4C3C(N(CC4)CC4=NN(C=C4)S(=O)(=O)N(C)C)=O)C[C@H]2C)C=CC1Cl 3-{[(3R)-2-(3,4-Dichlorobenzoyl)-3-methyl-10-oxo-1,3,4,7,8,10-hexahydropyrido[4',3':3,4]-pyrazolo[1,5-a]pyrazin-9(2H)-yl]methyl}-N,N-dimethyl-1H-pyrazole-1-sulfonamide